(dibenzo[b,d]thiophene-2,8-diyl)dimethanol C1=C(C=CC=2SC3=C(C21)C=C(C=C3)CO)CO